p-(3-butenyl)styrene C(CC=C)C1=CC=C(C=C)C=C1